3-((7-(6-chloro-4-methyl-3-(piperidin-3-yloxy)pyridin-2-yl)thieno[3,2-b]pyridin-2-yl)methyl)-6,6-dimethyl-3-azabicyclo[3.1.0]hexane-2,4-dione hydrochloride Cl.ClC1=CC(=C(C(=N1)C1=C2C(=NC=C1)C=C(S2)CN2C(C1C(C1C2=O)(C)C)=O)OC2CNCCC2)C